(1R)-2-[4-(1,3-benzoxazol-2-yl)-5-hydroxy-1-methyl-6-oxopyrimidin-2-yl]-N-methyl-1-phenyl-3,4-dihydro-1H-isoquinoline-6-carboxamide O1C(=NC2=C1C=CC=C2)C=2N=C(N(C(C2O)=O)C)N2[C@@H](C1=CC=C(C=C1CC2)C(=O)NC)C2=CC=CC=C2